(R)-5-((2-(1-amino-8-azaspiro[4.5]decan-8-yl)-1-methyl-6-carbonyl-1,6-dihydropyrimidin-5-yl)thio)-4-chloro-2-methyl-2H-indazole-3-carbonitrile formate salt C(=O)O.N[C@@H]1CCCC12CCN(CC2)C=2N(C(C(=CN2)SC2=C(C1=C(N(N=C1C=C2)C)C#N)Cl)=C=O)C